BrC1=NC(=CC=C1)[Si](C(C)C)(C(C)C)C(C)C 2-bromo-6-(triisopropylsilyl)pyridine